O=C1N(CC2=CC(=CC=C12)C1=NC=CC(=C1)CN[C@@H](C)C1=CC=CC=C1)C1C(NC(CC1)=O)=O 3-(1-oxo-5-(4-((((S)-1-phenylethyl)amino)methyl)pyridin-2-yl)isoindolin-2-yl)piperidine-2,6-dione